(diphenylphosphino)Ferrocene iron [Fe].C1(=CC=CC=C1)P(C1=CC=CC=C1)[C-]1C=CC=C1.[CH-]1C=CC=C1.[Fe+2]